ClC=1C(=NNC1)C1=NC(=NC=C1C(F)(F)F)N[C@@H]1CC[C@H](CC1)N(C(=O)N1CC(C1)OC)C1=NC=C(N=C1)C=1C=NC(=NC1)OC N-(trans-4-((4-(4-chloro-1H-pyrazol-3-yl)-5-(trifluoro-methyl)pyrimidin-2-yl)amino)-cyclohexyl)-3-methoxy-N-(5-(2-methoxypyrimidin-5-yl)pyrazin-2-yl)azetidine-1-carboxamide